CC=1C=C(C=C(C1)C(C)C)O 3-methyl-5-isopropylphenol